3-amino-4-(4-methyl-1H-pyrazol-1-yl)pyridine NC=1C=NC=CC1N1N=CC(=C1)C